CC=1C=C2C3=C(NC2=CC1)CC1CCC3N1C(=O)C1=NNC(=C1)C(F)(F)F (2-Methyl-5,6,7,8,9,10-hexahydro-7,10-epiminocyclohepta[b]indol-11-yl)(5-(trifluoromethyl)-1H-pyrazol-3-yl)methanon